CS(=O)(=O)N1CCC(CC1)N1C(C2=C(C=C1)NN=C2)=O 5-(1-(methylsulfonyl)piperidin-4-yl)-1,5-dihydro-4H-pyrazolo[4,3-c]pyridin-4-one